C1(CC1)C=1N=CN(C1)C=1C(=CC(=C(C1)NC(C1=NC(=CC=C1)C1=NN=CN1CC1CC1)=O)F)C N-(5-(4-cyclopropyl-1H-imidazol-1-yl)-2-fluoro-4-methylphenyl)-6-(4-(cyclopropylmethyl)-4H-1,2,4-triazol-3-yl)picolinamide